ClC1=CC(=C(N)C=C1OCOCC[Si](C)(C)C)I 4-chloro-2-iodo-5-((2-(trimethylsilyl)ethoxy)methoxy)aniline